FC(F)(F)N1CCC2=CC=CC=C12 trifluoromethyl-indoline